ClC1=NC=C(C(=C1)C1=C(C=NC(=C1)C)C(=O)NC=1SC2=C(N1)CN(C2)C(C2=NC=CC(=C2OC)Cl)=O)OC 2'-chloro-N-(5-(4-chloro-3-methoxypicolinoyl)-5,6-dihydro-4H-pyrrolo[3,4-d]thiazol-2-yl)-5'-methoxy-6-methyl-[4,4'-bipyridine]-3-carboxamide